N-(2-(4-(4-cyclopropylpiperazin-1-yl)piperidin-1-yl)-4-methoxy-5-((6-(3-(3-(thiophen-2-yl)phenyl)isoxazolidin-2-yl)pyrimidin-4-yl)amino)phenyl)acrylamide C1(CC1)N1CCN(CC1)C1CCN(CC1)C1=C(C=C(C(=C1)OC)NC1=NC=NC(=C1)N1OCCC1C1=CC(=CC=C1)C=1SC=CC1)NC(C=C)=O